N-(3-(2-(4-chloro-3-(3-(methylsulfonyl)propoxy)phenylamino)-5-fluoropyrimidin-4-ylamino)phenyl)acrylamide ClC1=C(C=C(C=C1)NC1=NC=C(C(=N1)NC=1C=C(C=CC1)NC(C=C)=O)F)OCCCS(=O)(=O)C